1-(6Z,9Z,12Z,15Z-octadecatetraenoyl)-2-octadecanoyl-glycero-3-phosphocholine CCCCCCCCCCCCCCCCCC(=O)O[C@H](COC(=O)CCCC/C=C\C/C=C\C/C=C\C/C=C\CC)COP(=O)([O-])OCC[N+](C)(C)C